7-Chloro-1H-indazol-5-yl-2-isopropyl-6-(trifluoromethyl)-3H-imidazo[4,5-b]pyridine ClC=1C=C(C=C2C=NNC12)N1C(=NC=2C1=NC=C(C2)C(F)(F)F)C(C)C